BrC=1SC=2N=CN=C(C2N1)N1CCC(CC1)OC 2-bromo-7-(4-methoxypiperidin-1-yl)thiazolo[5,4-d]Pyrimidine